1-(9-bromo-6-fluoro-3,5-dihydro-2H-1,4-benzoxazepine-4-Yl)-3,3-difluoro-2,2-dimethyl-propan-1-one BrC1=CC=C(C=2CN(CCOC21)C(C(C(F)F)(C)C)=O)F